C1C(CC1(C(F)(F)F)O)N.Cl trans-3-amino-1-(trifluoromethyl)cyclobutan-1-ol hydrochloride